CC1C=2N(C3=C(N1C)C(=NC=C3)N)N=NC2 4,5-dimethyl-4,5-dihydropyrido[3,4-e][1,2,3]triazolo[1,5-a]pyrazin-6-amine